tert-butyl (S)-(1-(2-bromophenoxy)-3-(4-chlorophenyl)propan-2-yl)carbamate BrC1=C(OC[C@H](CC2=CC=C(C=C2)Cl)NC(OC(C)(C)C)=O)C=CC=C1